5-(tert-butyl)-2-phenylbenzoxazole C(C)(C)(C)C=1C=CC2=C(N=C(O2)C2=CC=CC=C2)C1